1,5-Dimethyl-3-oxo-N,2-diphenyl-2,3-dihydro-1H-pyrazole-4-carboxamide CN1N(C(C(=C1C)C(=O)NC1=CC=CC=C1)=O)C1=CC=CC=C1